NC1(CCN(CC1)C=1C2=C(N=CN1)NC=C2)C(=O)N[C@@H](CCNC([C@H](NC(=O)C2CC2)C2CCCCC2)=O)C2=CC=C(C=C2)Cl 4-amino-N-[(1S)-1-(4-chlorophenyl)-3-[[(2R)-2-cyclohexyl-2-(cyclopropanecarbonylamino)acetyl]amino]propyl]-1-(7H-pyrrolo[2,3-d]pyrimidin-4-yl)piperidine-4-carboxamide